OCCCCC[N+]1=C(N(C=C1)C)C 3-(5-hydroxypentyl)-1,2-dimethyl-1H-imidazol-3-ium